CC1=CC(=NO1)[C@]1([C@@H]2CCN(C[C@H]12)C1=CN=C2C(=N1)NN=C2C2=C1C=CC=NC1=C(C=C2)C(F)(F)F)CN [(1S,6R,7S)-7-(5-methyl-1,2-oxazol-3-yl)-3-[3-[8-(trifluoromethyl)quinolin-5-yl]-1H-pyrazolo[3,4-b]pyrazin-6-yl]-3-azabicyclo[4.1.0]heptan-7-yl]methanamine